ClC=1C=C(C=2C(=CNC2C1Cl)C=1C=NN(C1)C1OCCCC1)NC1CC(C1)F 6,7-Dichloro-N-(3-fluorocyclobutyl)-3-(1-tetrahydropyran-2-ylpyrazol-4-yl)-1H-indol-4-amine